cis-6-fluoro-N-({2-[5-fluoro-2-(2H-1,2,3-triazol-2-yl)benzoyl]-4-methyl-2-azabicyclo[3.1.1]hept-3-yl}methyl)-1,3-benzothiazol-2-amine FC1=CC2=C(N=C(S2)NCC2N(C3CC(C2C)C3)C(C3=C(C=CC(=C3)F)N3N=CC=N3)=O)C=C1